2-[4-(4-Amino-pyrrolo[2,1-f][1,2,4]triazin-7-yl)-benzylamino]-N-(4-fluoro-phenyl)-5-trifluoromethyl-nicotinamide NC1=NC=NN2C1=CC=C2C2=CC=C(CNC1=C(C(=O)NC3=CC=C(C=C3)F)C=C(C=N1)C(F)(F)F)C=C2